[5-(5-isopropoxy-1H-indazol-3-yl)pyridazin-3-yl]pyrrolidin-3-ol C(C)(C)OC=1C=C2C(=NNC2=CC1)C=1C=C(N=NC1)N1CC(CC1)O